CC1=CC=C(C=C1)S(=O)(=O)O[C@H]1CC[C@H](CC1)NC(OC(C)(C)C)=O tert-butyl N-[(cis)-4-[(4-methylbenzenesulfonyl)oxy]cyclohexyl]carbamate